FC=1C(=NC(N([C@H]2[C@H](O)[C@H](O)[C@@H](CO)O2)C1)=O)N C(5)-fluorocytidine